BrC=1N(C(=C(N1)C(=O)NS(=O)(=O)C1=C(C=CC(=C1)OC)Cl)Br)C1C(C1)C(F)(F)F 2,5-dibromo-N-[(2-chloro-5-methoxyphenyl)sulfonyl]-1-[2-(trifluoromethyl)cyclopropyl]-1H-imidazole-4-carboxamide